N[C@@H]1C[C@@H](N(C1)C(=O)OC(C)(C)C)C tert-butyl (2S,4R)-4-amino-2-methyl-pyrrolidine-1-carboxylate